6,7-dihydro-2-(phenylethynyl)-thiazolo[5,4-c]pyridin-4(5H)-one C1(=CC=CC=C1)C#CC=1SC=2C(NCCC2N1)=O